CS(=O)(=O)N1[C@H]([C@]2(C[C@H]1C)NC(COC2)=O)CC=2C(=C(C=CC2)C2=CC(=CC(=C2)F)F)F (1S,3R,5S)-2-methanesulfonyl-3-methyl-1-({2,3',5'-trifluoro-[1,1'-biphenyl]-3-yl}methyl)-9-oxa-2,6-diazaspiro[4.5]decan-7-one